2-(2,6-dimethylphenyl)isothiazolo[5,4-b]Pyridin-3(2H)-one CC1=C(C(=CC=C1)C)N1SC2=NC=CC=C2C1=O